CC1=C(C(=CC=C1)C)C1=CC(=CC(=N1)NS(=O)(=O)C1=CC=CC(=N1)C(=O)OC)OC[C@@H](CC(C)C)NC1CC2(CC2)C1 methyl 6-[[6-(2,6-dimethylphenyl)-4-[(2R)-4-methyl-2-(spiro[2.3]hexan-5-ylamino)pentoxy]-2-pyridyl]sulfamoyl]pyridine-2-carboxylate